N[C@@H]1CN(CC[C@H]1F)C1=NC2=C(N1CC(=O)N1CC(CC1)(C)O)C=C(C(=C2)F)F 2-(2-((3R,4R)-3-Amino-4-fluoropiperidin-1-yl)-5,6-difluoro-1H-benzo[d]imidazol-1-yl)-1-(3-hydroxy-3-methylpyrrolidin-1-yl)ethanon